C1(CC1)S(=O)(=O)NC=1SC=C(N1)[C@H](C(=O)NC1=CC=C(C=C1)C1=NC(=CN=C1)OCC)CC (R)-2-(2-(cyclopropanesulfonamido)thiazol-4-yl)-N-(4-(6-ethoxypyrazin-2-yl)phenyl)butanamide